2-METHYL-4,5-DIHYDROOXAZOLE-4-CARBOXYLIC ACID CC=1OCC(N1)C(=O)O